C(C=C)(=O)N1C[C@@H]2COC3=C(C(N2CC1)=O)C(=NC(=C3Cl)C3=C(C=CC=C3F)N)N3C(C(CC3)OC)(C)C (6aR)-8-acryloyl-3-(2-amino-6-fluorophenyl)-4-chloro-1-(3-methoxy-2,2-dimethylpyrrolidin-1-yl)-6,6a,7,8,9,10-hexahydro-12H-pyrazino[2,1-c]pyrido[3,4-f][1,4]oxazepin-12-one